FC1=C(C=C(C=C1)C1=C(N=CN1C)C=1C=CC=2N(C1)C(=CN2)C=2C=CC(=NC2)NC(OC)=O)OC methyl N-[5-[6-[5-(4-fluoro-3-methoxy-phenyl)-1-methyl-imidazol-4-yl]imidazo[1,2-a]pyridin-3-yl]-2-pyridyl]carbamate